3-isopropyl-1H-pyrazolo[4,3-b]pyridine C(C)(C)C1=NNC=2C1=NC=CC2